C(C)N1CC(NCC1)C(C)C 4-ethyl-2-isopropylpiperazin